FC1=C(C=CC(=C1C1=CC2=C(N=C(S2)NC(=O)[C@H]2[C@H](C2)F)C=C1)C)N(C(OC(C)(C)C)=O)C tert-butyl (2-fluoro-3-(2-((1S,2S)-2-fluorocyclopropane-1-carboxamido)benzo[d]thiazol-6-yl)-4-methylphenyl)(methyl)carbamate